O=C(CCOCCOCCOCCC(=O)OC1=C(C(=CC(=C1F)F)F)F)OC1=C(C(=CC(=C1F)F)F)F 2,3,5,6-Tetrafluorophenyl 3-(2-{2-[3-oxo-3-(2,3,5,6-tetrafluorophenoxy)propoxy]ethoxy}ethoxy)propanoate